C(C)(C)(C)OC(=O)N1CCC2(C[C@@H]([C@H]([C@H]2NC(=O)OC(C)(C)C)O)O)CC1 |r| racemic-(1s,2s,3s)-1-((tert-butoxycarbonyl)amino)-2,3-dihydroxy-8-azaspiro[4.5]decane-8-carboxylic acid tert-butyl ester